Cl.C1(CC1)OCCN 2-(cyclopropyloxy)ethylamine hydrochloride